N-(β-aminoethyl)-β-aminoethyltripropoxysilane NCCNCC[Si](OCCC)(OCCC)OCCC